1,4-bis(p-methylphenyl)-1,2-diallyl-1-butene CC1=CC=C(C=C1)C(=C(CCC1=CC=C(C=C1)C)CC=C)CC=C